8-methoxy-N,6-diphenylquinazolin-2-amine COC=1C=C(C=C2C=NC(=NC12)NC1=CC=CC=C1)C1=CC=CC=C1